4-CHLORO-1-(METHYLSULFONYL)-PYRROL-3-YLBORONIC ACID ClC=1C(=CN(C1)S(=O)(=O)C)B(O)O